4,4'-([1,1'-biphenyl]-4,4'-diylbis(oxy))bis(2,3,5,6-tetrafluorobenzonitrile) C1(=CC=C(C=C1)OC1=C(C(=C(C#N)C(=C1F)F)F)F)C1=CC=C(C=C1)OC1=C(C(=C(C#N)C(=C1F)F)F)F